Mesitylammonium bromide [Br-].C1(=C(C(=CC(=C1)C)C)[NH3+])C